bromo-4-(ethylsulfonyl)naphthalene BrC1=CC=C(C2=CC=CC=C12)S(=O)(=O)CC